NC1=NC(=C(C=2N1C(N(N2)CC2=NC=C(C=C2)Cl)=O)C2=CC1=C(N=CO1)C(=C2)C)C2=CC=C(C=C2)F 5-amino-2-[(5-chloro-2-pyridinyl)methyl]-7-(4-fluorophenyl)-8-(4-methyl-1,3-benzoxazol-6-yl)-[1,2,4]triazolo[4,3-c]pyrimidin-3-one